[F-].[F-].[F-].[F-].[U+4].C(CCCCCCC)C=1C=CC=2NC3=CC=C(C=C3SC2C1)CCCCCCCC 3,7-dioctyl-phenothiazine uranium tetrafluoride